ClC=1C=C(C=CC1)[C@@H](CN1C[C@@H](CCC1)COC1=CC=C(C=C1)S(=O)(=O)C)OC (R)-1-((S)-2-(3-chlorophenyl)-2-methoxyethyl)-3-((4-(methylsulfonyl)phenoxy)methyl)piperidine